[Ho+3].[O-2].[Ho+3].[O-2].[O-2] holmium oxide, holmium salt